C1(CC1)C(=O)NC1=CC(=C(N=N1)C(=O)NC([2H])([2H])[2H])NC1=NC=CC(=C1OC)C=1C=NN(C1)C(F)F 6-cyclopropaneamido-4-({4-[1-(difluoromethyl)-1H-pyrazol-4-yl]-3-methoxypyridin-2-yl}amino)-N-(2H3)methylpyridazine-3-carboxamide